2-(1H-imidazol-1-yl)-N-(1-methylcyclopentyl)isonicotinamide N1(C=NC=C1)C=1C=C(C(=O)NC2(CCCC2)C)C=CN1